formamidine stannum iodide [Sn](I)(I)(I)I.C(=N)N